(R)-3,3,3-trifluoro-2-Hydroxy-2-methyl-1-[6-(3-methyl-1H-pyrrolo[2,3-b]pyridin-5-yl)-8-[(R)-morpholine-3-yl]-3,4-dihydroisoquinolin-2(1H)-yl]propan-1-one FC([C@](C(=O)N1CC2=C(C=C(C=C2CC1)C=1C=C2C(=NC1)NC=C2C)[C@H]2NCCOC2)(C)O)(F)F